BrC1=CC(=C(C=C1)S(=O)(=NCC1=CC(=CC=C1)C1=NOC(=N1)C(F)(F)F)C)F (4-bromo-2-fluorophenyl)(methyl)((3-(5-(trifluoromethyl)-1,2,4-oxadiazol-3-yl)benzyl)imino)-λ6-sulfanone